[Li].ClC#CC1=CSC=C1 3-(chloroethynyl)thiophene lithium